4-(5-Amino-3-tert-butyl-pyrazol-1-yl)-piperidine-1-carboxylate NC1=CC(=NN1C1CCN(CC1)C(=O)[O-])C(C)(C)C